OC1(CCCCC1)C1=C(C=CC=C1)C(=O)C1=C(C=CC=C1)C1(CCCCC1)O 1-Hydroxycyclohexylphenylketon